FC([C@H](C)CC(=O)N)(F)F [(1R)-2,2,2-trifluoro-1-methyl-ethyl]acetamide